2-((4,6-dimethylpyridin-2-yl)amino)benzo[d]-thiazole-6-carbonitrile CC1=CC(=NC(=C1)C)NC=1SC2=C(N1)C=CC(=C2)C#N